NCCCOCCCN Di-(3-aminopropyl)ether